C(C)(C)(C)OC(NCCCCCCCC)=O Octane-8-ylcarbamic acid tert-butyl ester